Z,E-7,11-hexadecadienyl acetate C(C)(=O)OCCCCCC\C=C/CC\C=C\CCCC